ClC=1C=C(C=2CCC(C2C1)O)S(=O)(=O)NC1=C(C(=C(C=C1)F)C=1C=C2C=NC(=NC2=CC1)NC1CCN(CC1)CC)F 6-chloro-N-(3-(2-((1-ethylpiperidin-4-yl)amino)quinazolin-6-yl)-2,4-difluorophenyl)-1-hydroxy-2,3-dihydro-1H-indene-4-sulfonamide